COC=1C=C2C(=NC(=NC2=CC1OCCCCCCCN1CCN(CC1)C(C)=O)C)N[C@H](C)C=1SC=C(C1)C1=C(C=CC=C1)CNC (R)-1-(4-(7-((6-methoxy-2-methyl-4-((1-(4-(2-((methylamino)methyl)phenyl)-thiophen-2-yl)ethyl)amino)quinazolin-7-yl)oxy)heptyl)piperazin-1-yl)ethan-1-one